ClC1=C2CN(C(C2=C(C=C1)NC1=NC=C(C=C1)N1CCN(CC1)C)=O)C(=O)OC(C)(C)C tert-butyl 4-chloro-7-((5-(4-methylpiperazin-1-yl) pyridin-2-yl) amino)-1-oxoisoindoline-2-carboxylate